5-(benzyloxy)-1-(4-fluorophenyl)-2-(tetrahydro-2H-pyran-4-yl)-1H-indole-3-carbonitrile C(C1=CC=CC=C1)OC=1C=C2C(=C(N(C2=CC1)C1=CC=C(C=C1)F)C1CCOCC1)C#N